zinc thiadiazole S1N=NC=C1.[Zn]